3-((4-bromo-6-fluoro-1-tosyl-1H-indol-5-yl)oxy)-N-methylbenzimidamide BrC1=C2C=CN(C2=CC(=C1OC=1C=C(C(NC)=N)C=CC1)F)S(=O)(=O)C1=CC=C(C)C=C1